(R)-N-(4'-((2-(1,1-difluoroethyl)-6-methylpyrimidin-4-yl)amino)-6-(4-methylmorpholin-2-yl)-[2,3'-bipyridin]-6'-yl)acetamide FC(C)(F)C1=NC(=CC(=N1)NC1=C(C=NC(=C1)NC(C)=O)C1=NC(=CC=C1)[C@H]1CN(CCO1)C)C